6-chloro-1-tetrahydropyran-2-yl-4-(4,4,5,5-tetramethyl-1,3,2-dioxaborolan-2-yl)indazole ClC1=CC(=C2C=NN(C2=C1)C1OCCCC1)B1OC(C(O1)(C)C)(C)C